3-(8-Cyanoquinolin-5-yl)-N-{[(3S)-morpholin-3-yl]methyl}-5-(trifluoromethyl)-3-azabicyclo[3.1.0]hexane-1-carboxamide C(#N)C=1C=CC(=C2C=CC=NC12)N1CC2(CC2(C1)C(F)(F)F)C(=O)NC[C@@H]1NCCOC1